FC1(CC(C1)CN1N=CC(=C1)C=1C=NC2=CC=C(C(=C2N1)C=1COCC1)OC1=CC2=C(N(C(=N2)C)COCC[Si](C)(C)C)C=C1)F 2-[[5-[3-[1-[(3,3-difluorocyclobutyl)methyl]pyrazol-4-yl]-5-(2,5-dihydrofuran-3-yl)quinoxalin-6-yl]oxy-2-methyl-benzimidazol-1-yl]methoxy]ethyl-trimethyl-silane